tert-butyl ((1S,3R)-3-((3-acetyl-2-methoxypyridin-4-yl)oxy)cyclopentyl)carbamate C(C)(=O)C=1C(=NC=CC1O[C@H]1C[C@H](CC1)NC(OC(C)(C)C)=O)OC